(fluorophenyl)-N-methylmethylamine FC1=C(C=CC=C1)N(C)C